cobalt boron antimony [Sb].[B].[Co]